CC=1C=2N(C=C(C1)C1=C(C(=NN1)C(=O)NC1CCN(CC1)C1COC1)CC(F)(F)F)N=CN2 5-(8-methyl-[1,2,4]triazolo[1,5-a]pyridin-6-yl)-N-(1-(oxetan-3-yl)piperidin-4-yl)-4-(2,2,2-trifluoroethyl)-1H-pyrazole-3-carboxamide